(6aR,9R)-2,5-dibromo-7-methyl-4,6,6a,7,8,9-hexahydroindolo[4,3-fg]quinoline-9-carboxylic acid BrC1=CC=2C3=C[C@H](CN([C@@H]3CC=3C2C(=C1)NC3Br)C)C(=O)O